CSC1=NC=CC(=N1)C(=O)N 2-(methylthio)pyrimidine-4-carboxamide